tert-butyl (2R,5S)-5-[2-(4-chloro-3-fluorophenoxy)acetamido]-2-({[5-(trifluoromethyl)furan-2-yl]methyl}carbamoyl)piperidine-1-carboxylate ClC1=C(C=C(OCC(=O)N[C@H]2CC[C@@H](N(C2)C(=O)OC(C)(C)C)C(NCC=2OC(=CC2)C(F)(F)F)=O)C=C1)F